methyl 2-[2-(aminomethyl)-5-fluoro-phenyl]-2,2-dideuterio-acetate NCC1=C(C=C(C=C1)F)C(C(=O)OC)([2H])[2H]